4-{5-fluoro-6-[(1-{[4-(trifluoromethyl)phenyl]carbamoyl}-DL-prolyl)amino]pyridin-3-yl}benzoic acid FC=1C=C(C=NC1NC([C@H]1N(CCC1)C(NC1=CC=C(C=C1)C(F)(F)F)=O)=O)C1=CC=C(C(=O)O)C=C1 |r|